NC1=CC(=C(OC=2C=C(C(N(C2)C(C)C)=O)C)C(=C1)Cl)Cl 5-(4-amino-2,6-dichlorophenoxy)-1-isopropyl-3-methylpyridin-2(1H)-one